C(C)(C)(C)C1=CC=2P(OC3=C(C=C(C=C3C2C=C1)C(C)(C)C)C(C)(C)C)=O 2,6,8-tri-tert-butyl-9,10-dihydro-9-oxa-10-phosphaphenanthrene-10-oxide